(R)-N-((R)-8-(5-((2,3-dichlorophenyl)thio)-6-iodopyrazin-2-yl)-8-azaspiro[4.5]dec-1-yl)-2-methylpropan-2-sulfinamide ClC1=C(C=CC=C1Cl)SC=1N=CC(=NC1I)N1CCC2(CCC[C@H]2N[S@](=O)C(C)(C)C)CC1